Methyl 3-(4-(2-fluorophenyl)-2-methyloxazole-5-carboxamido)-2-oxo-4-phenylbutanoate FC1=C(C=CC=C1)C=1N=C(OC1C(=O)NC(C(C(=O)OC)=O)CC1=CC=CC=C1)C